3,4,5-trichloropyridine-2,6-di-carbonitrile ClC=1C(=NC(=C(C1Cl)Cl)C#N)C#N